3-((2-aminophenyl)amino)-5H-naphthalen NC1=C(C=CC=C1)NC=1C=CC=2C=CCCC2C1